FC(COC1=CC=C(C(=N1)OC)[N+](=O)[O-])F 6-(2,2-difluoroethoxy)-2-methoxy-3-nitropyridine